CC(C([2H])([2H])C1=CCN(C=C1)C1=CC=2N(C3=CC=CC=C3C2C=C1[Ir+2])C1=CC=CC=C1)(C)C [2-(4-(2,2-dimethylpropyl-1,1-d2)pyridin-1-yl)-9-phenyl-9H-carbazol-3-yl]iridium(III)